(1-(3-(cyclohexylamino)phenyl)-1H-1,2,3-triazol-4-yl)isonicotinic acid C1(CCCCC1)NC=1C=C(C=CC1)N1N=NC(=C1)C1=C(C(=O)O)C=CN=C1